ClC=1C=C(C=CC1OCC1=NC=CC=C1)NC1=NC=NC2=CC(=C(C=C12)N)N1CC2(CCN2C)C1 N4-(3-chloro-4-(pyridin-2-ylmethoxy)phenyl)-7-(1-methyl-1,6-diazaspiro[3.3]heptan-6-yl)quinazoline-4,6-diamine